COC=1C(=CC(=NC1)C(F)(F)F)NC(OC(C)(C)C)=O tert-butyl [5-methoxy-2-(trifluoromethyl)pyridin-4-yl]carbamate